[(2R,3S,11bR)-9,10-dimethoxy-3-(2-methylpropyl)-1H,2H,3H,4H,6H,7H,11bH-pyrido[2,1-a]isoquinolin-2-yl]methyl piperidine-4-carboxylate N1CCC(CC1)C(=O)OC[C@@H]1C[C@H]2N(CCC3=CC(=C(C=C23)OC)OC)C[C@H]1CC(C)C